ClC1=C(N=CC=2N\C(\C(N=C(C21)C2=C(C=CC=C2F)F)C)=N/C2C(CCC2)=O)C(F)(F)F ((Z)-[6-chloro-5-(2,6-difluorophenyl)-3-methyl-7-(trifluoromethyl)-1,3-dihydropyrido[3,4-e][1,4]diazepin-2-ylidene]amino)cyclopentanone